2-(4,6-diphenyl-1,3,5-triazin-2-yl)-5-n-hexaneoxyphenol C1(=CC=CC=C1)C1=NC(=NC(=N1)C1=CC=CC=C1)C1=C(C=C(C=C1)OCCCCCC)O